4-((1-(2,3-dihydrobenzo[b][1,4]dioxin-6-yl)-2-oxo-1,2-dihydropyridin-3-yl)methoxy)-2-hydroxy-5-methylbenzaldehyde O1C2=C(OCC1)C=C(C=C2)N2C(C(=CC=C2)COC2=CC(=C(C=O)C=C2C)O)=O